(1R,4r)-4-((5-phenyl-1-(3-(trifluoromethyl)benzyl)-1H-indazol-7-amido)methyl)cyclohexane-1-carboxylic acid C1(=CC=CC=C1)C=1C=C2C=NN(C2=C(C1)C(=O)NCC1CCC(CC1)C(=O)O)CC1=CC(=CC=C1)C(F)(F)F